(R)-N-((1R,2R)-1-(3-chloro-4-(vinyloxy)phenyl)-1-hydroxy-3-(pyrrolidin-1-yl)propan-2-yl)-1-(4-chlorophenyl)pyrrolidine-3-carboxamide ClC=1C=C(C=CC1OC=C)[C@H]([C@@H](CN1CCCC1)NC(=O)[C@H]1CN(CC1)C1=CC=C(C=C1)Cl)O